4-(pyrrolidin-1-ylmethyl)benzamide (3,5-di-tert-butyl-4-carboxyphenyl)propionate C(C)(C)(C)C=1C=C(C=C(C1C(=O)O)C(C)(C)C)OC(CC)=O.N1(CCCC1)CC1=CC=C(C(=O)N)C=C1